PARA-CRESYL ACETATE C(C)(=O)OC1=CC=C(C=C1)C